Methyl-DOPA CN[C@H](C(=O)O)CC1=CC=C(O)C(O)=C1